4-(2-((7-methyl-[1,2,4]triazolo[1,5-a]pyridin-6-yl)amino)-9H-imidazo[2,1-f]purin-9-yl)tetrahydro-2H-thiopyran 1,1-dioxide CC1=CC=2N(C=C1NC=1N=CC=3N4C(N(C3N1)C1CCS(CC1)(=O)=O)=NC=C4)N=CN2